C[C@@H]1NC2=CC=C3C(=C2CC1)N=C(N3CC(NCC3=NC=NC=C3)=O)CCN3N=CC=C3 (7S)-7-Methyl-2-[2-(1H-pyrazol-1-yl)ethyl]-3-({[(pyrimidin-4-yl)methyl]carbamoyl}methyl)-3H,6H,7H,8H,9H-imidazo[4,5-f]chinolin